FC1(CCC(CC1)N1N=C(C=C1)NC(NC1=CNC2=CC=C(C=C12)F)=O)F 3-[1-(4,4-difluorocyclohexyl)pyrazol-3-yl]-1-(5-fluoro-1H-indol-3-yl)urea